(R)-N-(3-(3-chloro-2-(4-formyl-3-methoxyphenyl)pyridin-4-yl)-2-methylphenyl)-5-((3-hydroxypyrrolidin-1-yl)methyl)picolinamide ClC=1C(=NC=CC1C=1C(=C(C=CC1)NC(C1=NC=C(C=C1)CN1C[C@@H](CC1)O)=O)C)C1=CC(=C(C=C1)C=O)OC